C(CCCCCCC)SCC1=C(C(=CC(=C1)CSCCCCCCCC)C(C)(C)C)O 2,4-bis(octylthiomethyl)-6-t-butylphenol